4-amino-N-(2-oxo-1-piperidyl)-N-[[5-(trifluoromethyl)-2-pyridyl]methyl]-1,3-dihydrofuro[3,4-c]quinoline-8-carboxamide NC1=NC=2C=CC(=CC2C2=C1COC2)C(=O)N(CC2=NC=C(C=C2)C(F)(F)F)N2C(CCCC2)=O